methyl 4-(3-(N,N-bis(4-methoxybenzyl)sulfamoyl)-4-((1-(tert-butoxycarbonyl)azetidin-3-yl)sulfonyl)-2-(1-(4-methoxybenzyl)-1H-tetrazol-5-yl)phenyl)-1H-benzo[d]imidazole-2-carboxylate COC1=CC=C(CN(S(=O)(=O)C=2C(=C(C=CC2S(=O)(=O)C2CN(C2)C(=O)OC(C)(C)C)C2=CC=CC=3NC(=NC32)C(=O)OC)C3=NN=NN3CC3=CC=C(C=C3)OC)CC3=CC=C(C=C3)OC)C=C1